2,3-dichloronaphthalene-1,4-dione ClC=1C(C2=CC=CC=C2C(C1Cl)=O)=O